OC1=C(C(=O)NCCCCCCCCC(=O)O)C=CC=C1 9-(2-hydroxybenzoyl)aminononanoic acid